C(CCC)C1CCC(CC1)(O)C=CC=O 3-(4-butyl-1-hydroxycyclohexyl)acrylaldehyde